N-ethyl-carbazole C(C)N1C2=CC=CC=C2C=2C=CC=CC12